Cl.NCCC1=CC=C(C=C1)C(CC(=O)OCC)C[N+](=O)[O-] ethyl 3-(4-(2-aminoethyl)phenyl)-4-nitrobutanoate HCl